ClC=1C=C(NC=2C=3N(C=CN2)C(=CN3)C3=C(C(=C(OCC#N)C=C3)F)F)C=CC1C(=O)N1CCN(CC1)CCN1CC(CC1)N(C)C 2-[4-[8-[3-chloro-4-[4-[2-[3-(dimethylamino)pyrrolidin-1-yl]ethyl]piperazine-1-carbonyl]anilino]imidazo[1,2-a]pyrazin-3-yl]-2,3-difluorophenoxy]acetonitrile